2,4-diisocyanato-1-chlorobenzene N(=C=O)C1=C(C=CC(=C1)N=C=O)Cl